tetraacetic acid potassium hydrate O.[K].C(C)(=O)O.C(C)(=O)O.C(C)(=O)O.C(C)(=O)O